CC1=C(C(=CC(=C1)C)C)[Mg].[Br] bromine (2,4,6-trimethylphenyl)magnesium